methyl 2-bromo-4-(bromomethyl)-5-chlorobenzoate BrC1=C(C(=O)OC)C=C(C(=C1)CBr)Cl